FC1=C(NC(C)=S)C=CC=C1 2'-fluorothioacetanilide